NC=1C=CC2=C(N=C(O2)C2=CC=C(C=C2)C=2OC3=C(N2)C=CC(=C3)N)C1 1-(5-aminobenzoxazolyl)-4-(6-aminobenzoxazolyl)benzene